N=1C=NN2C1C=C(C=C2)OC2=CC(=C(C=C2C)NC2=NC=NC1=CC(=C(C=C21)NC(C(=CC2N(CCC2)C)F)=O)OC)OC2CC2 N-(4-((4-([1,2,4]triazolo[1,5-a]pyridin-7-yloxy)-2-cyclopropoxy-5-methylphenyl)amino)-7-methoxyquinazolin-6-yl)-2-fluoro-3-(1-methylpyrrolidin-2-yl)acrylamide